tert-butyl (2S)-4-[7-(3-benzyloxy-1-naphthyl)-2-methylsulfinyl-6,8-dihydro-5H-pyrido[3,4-d]pyrimidin-4-yl]-2-(cyanomethyl)piperazine-1-carboxylate C(C1=CC=CC=C1)OC=1C=C(C2=CC=CC=C2C1)N1CC=2N=C(N=C(C2CC1)N1C[C@@H](N(CC1)C(=O)OC(C)(C)C)CC#N)S(=O)C